4-((3-(7-(((3R,4S)-3-fluoro-1-methylpiperidin-4-yl)amino)-3-(2,2,2-trifluoroethyl)benzo[b]thiophen-2-yl)prop-2-yn-1-yl)amino)-3-methoxy-N-methylbenzamide F[C@@H]1CN(CC[C@@H]1NC1=CC=CC2=C1SC(=C2CC(F)(F)F)C#CCNC2=C(C=C(C(=O)NC)C=C2)OC)C